N-((trans-4-(3-Chloro-4-methoxyphenyl)cyclohexyl)methyl)-3-(1-cyclopropyl-1H-pyrazol-4-yl)aniline ClC=1C=C(C=CC1OC)[C@@H]1CC[C@H](CC1)CNC1=CC(=CC=C1)C=1C=NN(C1)C1CC1